diketoisophthalate O=C1CC(C(=CC1C(=O)[O-])C(=O)[O-])=O